C1(CCCCC1)CC1=C2N=C(NC2=NC=N1)CN1C(C(=CC=C1)NC([C@@H](CC\C=C\C(=O)N(C)C)CN(C([O-])=O)C)=O)=O (S,E)-1-((1-((6-(Cyclohexylmethyl)-9H-purin-8-yl)methyl)-2-oxo-1,2-dihydropyridin-3-yl)amino)-7-(dimethylamino)-1,7-dioxohept-5-en-2-yl-dimethylcarbamat